N-(3-(5-(2-((2,2-dioxido-2-thiaspiro[3.3]heptan-6-yl)amino)-pyrimidin-4-yl)-2-((2R,6R)-2,4,6-trimethylpiperazin-1-yl)thiazol-4-yl)-2-fluorophenyl)-2,6-difluorobenzenesulfonamide O=S1(CC2(C1)CC(C2)NC2=NC=CC(=N2)C2=C(N=C(S2)N2[C@@H](CN(C[C@H]2C)C)C)C=2C(=C(C=CC2)NS(=O)(=O)C2=C(C=CC=C2F)F)F)=O